(S)-4-(5-cyano-2-methoxyphenyl)-N-(5-(4-(1-cyanoethyl)phenyl)thiazolo[5,4-b]pyridin-2-yl)-6-methylnicotinamide C(#N)C=1C=CC(=C(C1)C1=CC(=NC=C1C(=O)NC=1SC2=NC(=CC=C2N1)C1=CC=C(C=C1)[C@H](C)C#N)C)OC